C(C)(C)(C)OC(NC1CCN(CC1)C=1N=C(C2=CC(=CC=C2C1)C1=C(C=CC=C1C(F)(F)F)F)C1=CC(=C(C=C1)C#N)F)=O (1-(1-(4-cyano-3-fluorophenyl)-7-(2-fluoro-6-(trifluoromethyl)phenyl)isoquinolin-3-yl)piperidin-4-yl)carbamic acid tert-butyl ester